CC1=NOC(=C1C=1C=C/2C(=CN1)NC(\C2=C(\C)/NC=2C=NN(C2)C(C#N)(C)C)=O)C (Z)-2-(4-((1-(5-(3,5-Dimethylisoxazol-4-yl)-2-oxo-1H-pyrrolo[2,3-c]pyridin-3(2H)-ylidene)ethyl)amino)-1H-pyrazol-1-yl)-2-methylpropanenitrile